Cl.C[Si]1(CCNCC1)C 4,4-dimethyl-1,4-azasilinane hydrochloride